C1(CCC1)CN1[C@H]2[C@@]3(CCCC[C@@]3(C=3C=C(C=CC3C2)O)CC1)O 17-(Cyclobutylmethyl)morphinan-3,14-diol